OCC1=CC=C(C=O)O1 5-hydroxymethyl-furfural